4'-(1,4-phenylenebis(propane-2,2-diyl))diphenol C1(=CC=C(C=C1)C(C)(C)C1=C(C=CC=C1)O)C(C)(C)C1=C(C=CC=C1)O